ClC1=NN(C=C1C1=NC=CC(=N1)N)COCC[Si](C)(C)C 2-(3-chloro-1-((2-(trimethylsilyl)ethoxy)methyl)-1H-pyrazol-4-yl)pyrimidin-4-amine